tert-butyl (4-(chloromethyl)benzyl)carbamate ClCC1=CC=C(CNC(OC(C)(C)C)=O)C=C1